C(C1=CC=CC=C1)N1C=C(C=2C1=CN=CC2)Br 1-benzyl-3-bromo-1H-pyrrolo[2,3-c]pyridine